2-((1H-indazol-5-yl)amino)-7-(3,3-difluorocyclopentyl)-N,N-dimethyl-7H-pyrrolo[2,3-d]pyrimidine-6-carboxamide N1N=CC2=CC(=CC=C12)NC=1N=CC2=C(N1)N(C(=C2)C(=O)N(C)C)C2CC(CC2)(F)F